C(#N)C=1C=C(C=CC1O)C1=CC=C(C=C1)C1=N[C@H](C=2N(C3=C1C(=C(S3)C)C)C(=NN2)C)CC(=O)OC methyl [(6S)-4-(3'-cyano-4'-hydroxy[1,1'-biphenyl]-4-yl)-2,3,9-trimethyl-6H-thieno[3,2-f][1,2,4]triazolo[4,3-a][1,4]diazepin-6-yl]acetate